C#CCCCCCCCCC undecayne